O1C2=C(OC(C1([2H])[2H])([2H])[2H])C=C(C=C2)OC2CCN(CC2)C2=NC=1N(C=C2C)C(N(N1)[C@@H]1COCC1)=O (S)-7-(4-((2,3-dihydrobenzo[b][1,4]dioxin-6-yl-2,2,3,3-d4)oxy)piperidin-1-yl)-6-methyl-2-(tetrahydrofuran-3-yl)-[1,2,4]triazolo[4,3-a]pyrimidin-3(2H)-one